NC=1C=C(C=C(C1)F)CC#N 2-(3-amino-5-fluorophenyl)acetonitrile